IC1=CC=2C3=C(N(C2C=C1)CC(F)(F)F)C(=NC=N3)O 8-iodo-5-(2,2,2-trifluoroethyl)-5H-pyrimido[5,4-b]indol-4-ol